C(C=C)(=O)OCCCCCCCCCCCCCCCCCCCOC(C=C)=O 1,19-nonadecanediol diacrylate